1-(4-cyclobutyl-5-(3,3-difluorocyclobutyl)-1-methyl-1H-pyrazol-3-yl)-3-(2,2,2-trifluoroethyl)urea C1(CCC1)C=1C(=NN(C1C1CC(C1)(F)F)C)NC(=O)NCC(F)(F)F